C(C)(=O)ONC(=N)C=1C=C(SC1)[C@@H](C)NC(=O)[C@H]1N(CC2(OCCO2)C1)C(CNC(=O)C1=CC2=CC3=CC=CC=C3C=C2C=C1)=O (S)-N-((R)-1-(4-(N-acetoxycarbamimidoyl)thiophen-2-yl)ethyl)-7-((anthracene-2-carbonyl)glycyl)-1,4-dioxa-7-azaspiro[4.4]nonane-8-carboxamide